4-Acetoxyaminophenol C(C)(=O)ONC1=CC=C(C=C1)O